(E)-3-benzyl-1-(p-tolyl)indol-2-one C(C1=CC=CC=C1)C1C(N(C2=CC=CC=C12)C1=CC=C(C=C1)C)=O